3-(2-hydroxy-4-(3-(pyrrolidin-1-yl)propoxy)phenyl)-2-methyl-6-(pentafluoro-λ6-sulfaneyl)quinazolin-4(3H)-one OC1=C(C=CC(=C1)OCCCN1CCCC1)N1C(=NC2=CC=C(C=C2C1=O)S(F)(F)(F)(F)F)C